dibenzofulvene C=C1C2=CC=CC=C2C3=CC=CC=C13